(S)-1-(4-(1H-benzo[d]imidazol-2-yl)-6,7-dihydro-1H-imidazo[4,5-c]pyridin-5(4H)-yl)-3,3-dimethylbutan-1-one N1C(=NC2=C1C=CC=C2)[C@H]2N(CCC1=C2N=CN1)C(CC(C)(C)C)=O